(tert-butylimino)bis(ethylmethylamino)niobium C(C)(C)(C)N=[Nb](N(CC)C)N(C)CC